5-bromo-N-[4-chloro-2-methyl-6-(methylcarbamoyl)phenyl]-2-(4,4,4-trifluorobutyl)pyrazole-3-carboxamide BrC=1C=C(N(N1)CCCC(F)(F)F)C(=O)NC1=C(C=C(C=C1C(NC)=O)Cl)C